(S)-quinuclidin-3-yl (2,2-dimethyl-7-(3-(trifluoromethoxy)phenyl)-1,2,3,4-tetrahydronaphthalen-1-yl)carbamate CC1(C(C2=CC(=CC=C2CC1)C1=CC(=CC=C1)OC(F)(F)F)NC(O[C@@H]1CN2CCC1CC2)=O)C